N-(2-hydroxy-1-{3-[4-(trifluoromethyl)phenyl]-1,2,4-oxadiazol-5-yl}ethyl)-4-(trifluoromethyl)benzamide OCC(C1=NC(=NO1)C1=CC=C(C=C1)C(F)(F)F)NC(C1=CC=C(C=C1)C(F)(F)F)=O